8-amino-6-(6-amino-4-ethylpyridin-3-yl)-2,7-naphthyridine NC=1N=C(C=C2C=CN=CC12)C=1C=NC(=CC1CC)N